[O-2].[O-2].[O-2].[O-2].[V+5].[Bi+3] bismuth vanadium tetroxide